C(=O)C1=NN(N=C1C)C1=CC(=C(C=N1)C#N)C 6-(4-formyl-5-methyl-2H-1,2,3-triazol-2-yl)-4-methylpyridine-3-carbonitrile